OC(C)C1=CC=C(C=C1)NS(=O)=O.[Na] sodium N-[4-(1-hydroxyethyl)phenyl]sulfonamide